4-(methoxymethyl)-4-methyl-2-(naphthalen-2-yl)-4H-benzo[d][1,3]oxazine COCC1(C2=C(N=C(O1)C1=CC3=CC=CC=C3C=C1)C=CC=C2)C